(2R)-2-(6-{5-chloro-2-[(1,3-dimethyl-1H-pyrazol-4-yl)amino]pyrimidin-4-yl}-1-oxo-2,3-dihydro-1H-isoindol-2-yl)-N-[(1S)-2-hydroxy-1-(3-methylphenyl)ethyl]propanamide ClC=1C(=NC(=NC1)NC=1C(=NN(C1)C)C)C1=CC=C2CN(C(C2=C1)=O)[C@@H](C(=O)N[C@H](CO)C1=CC(=CC=C1)C)C